C(CCCCCCCCC)OP1OC2=CC=CC=C2C=2C=CC=CC12 10-decyloxy-9,10-dihydro-9-oxa-10-phosphaphenanthrene